C[C@H]1NC2(CC2)C[C@@H](C1)OC1=CC=C(N=N1)C1=NC=C(C=C1O)C=1C=NN(C1)C([2H])([2H])[2H] 2-(6-{[(5r,7r)-5-methyl-4-azaspiro[2.5]oct-7-yl]oxy}pyridazin-3-yl)-5-[1-(2H3)methyl-1H-pyrazol-4-yl]pyridin-3-ol